N-(3,5-dichlorophenyl)-5-(2-(((1s,4s)-4-hydroxycyclohexyl)amino)-2-oxoacetyl)-1,2,4-trimethyl-1H-pyrrole-3-carboxamide ClC=1C=C(C=C(C1)Cl)NC(=O)C1=C(N(C(=C1C)C(C(=O)NC1CCC(CC1)O)=O)C)C